1-butanone maleate C(\C=C/C(=O)O)(=O)O.C(CCC)=O